2-chloro-6-[3-(2,2-dicyclohexylethoxy)pyrazol-1-yl]Pyridine-3-carboxylic acid ClC1=NC(=CC=C1C(=O)O)N1N=C(C=C1)OCC(C1CCCCC1)C1CCCCC1